ClC=1C=CC2=C(CCCC(N2)=O)C1 7-chloro-1,3,4,5-tetrahydro-2H-1-benzazepin-2-one